NCC1=CC=2N(C=C1)C(=C(N2)C=2OC1=C(C2)C=C(C=C1)OC)NC 7-(Aminomethyl)-2-(5-methoxy-1-benzofuran-2-yl)-N-methylimidazo[1,2-a]pyridin-3-amine